3-bromo-5-(4-fluoro-3-(trifluoromethyl)phenoxy)-1-methyl-1H-1,2,4-triazole BrC1=NN(C(=N1)OC1=CC(=C(C=C1)F)C(F)(F)F)C